O1[C@@H](CC1)CN1C(=NC2=C1C=C(C=C2)C(=O)O)CN2CCN(CC2)C2=NC(=CC=C2)OC2CN(C2)C2=CC=CC=C2 (S)-1-(oxetan-2-ylmethyl)-2-((4-(6-((1-phenylazetidin-3-yl)oxy)pyridin-2-yl)piperazin-1-yl)methyl)-1H-benzo[d]imidazole-6-carboxylic acid